tert-butyl 2-(2-amino-5-fluoro-phenyl)acetate NC1=C(C=C(C=C1)F)CC(=O)OC(C)(C)C